((1s,3s)-3-Hydroxy-3-methylcyclobutyl)(6-(1-methyl-1H-pyrrolo[2,3-b]pyridin-5-yl)-2-azaspiro[3.3]heptan-2-yl)methanon OC1(CC(C1)C(=O)N1CC2(C1)CC(C2)C=2C=C1C(=NC2)N(C=C1)C)C